ClCC1=C(C=CC(=N1)NC(OC(C)(C)C)=O)F tert-butyl (6-(chloromethyl)-5-fluoropyridin-2-yl)carbamate